N-(4-(1-isopropyl-4-(trifluoromethyl)-1H-imidazol-2-yl)benzyl)tetrahydro-2H-pyran-4-amine C(C)(C)N1C(=NC(=C1)C(F)(F)F)C1=CC=C(CNC2CCOCC2)C=C1